[4-(diethylamino)phenyl]-2-(pyrrolidine-4-carbonyl)prop-2-enenitrile C(C)N(C1=CC=C(C=C1)C=C(C#N)C(=O)C1CCNC1)CC